tert-butyl-pyrazolo[1,5-a]pyrimidine-3-carboxamide C(C)(C)(C)C1=NN2C(N=CC=C2)=C1C(=O)N